(3-bromo-6-(methyl-d3)pyridin-2-yl)methanol BrC=1C(=NC(=CC1)C([2H])([2H])[2H])CO